C1(CCC1)C(=O)C1=CC(=CC=C1)[N+](=O)[O-] cyclobutyl-(3-nitrophenyl)methanone